6,6-dimethyl-3-[N-(chlorodifluoroacetyl)-β-phenylalanyl]-3-azabicyclo[3.1.0]hexane-2-carboxylic acid CC1(C2CN(C(C12)C(=O)O)C(C[C@@H](NC(C(F)(F)Cl)=O)C1=CC=CC=C1)=O)C